N-((S)-3-cyclohexyl-1-oxo-1-(((R)-1-oxo-3-((R)-2-oxopyrrolidin-3-yl)propan-2-yl)amino)propan-2-yl)-9-hydroxy-9H-fluorene-9-carboxamide C1(CCCCC1)C[C@@H](C(N[C@@H](C=O)C[C@@H]1C(NCC1)=O)=O)NC(=O)C1(C2=CC=CC=C2C=2C=CC=CC12)O